1-phenyl-3-(p-tolyl)prop-2-yn-1-one C1(=CC=CC=C1)C(C#CC1=CC=C(C=C1)C)=O